SC1=C2NC=NC2=NC=N1 6-MERCAPTOPURIN